OC(CNC(=O)C=1C=C(C=2N(N1)C=CC2)CC2=CC=C(C=C2)C=2C=NC=CC2)(C)C N-[2-Hydroxy-2-methyl-propyl]4-[4-(3-pyridyl)-benzyl]-pyrrolo[1,2-b]pyridazin-2-carboxamid